N12C=CCNC2NCCC1 1,5,7-triazabicyclo[4.4.0]decen